C(C)(C)(C)OC(=O)NC(OC1=C(C=NC=2N1N=C(C2C#N)C(C)(C)C)Br)=O tert-butyl(6-bromo-3-cyanopyrazolo[1,5-a]pyrimidine-7-yl) (tert-butoxycarbonyl)carbamate